ClC(C(C)(O)C)(Cl)Cl 1,1,1-Trichloro-2-methylpropan-2-ol